Ethyl-1-((((E)-3-ethoxy-3-oxo-1-((1R,5S)-3-oxo-8-azabicyclo[3.2.1]octan-8-yl)prop-1-en-2-yl)thio)carbonothioyl)piperidine-3-carboxylate C(C)OC(=O)C1CN(CCC1)C(=S)S/C(=C/N1[C@H]2CC(C[C@@H]1CC2)=O)/C(=O)OCC